tertbutyl N-[3-cyano-4-(5,5-dimethyl-1,3,2-dioxaborinan-2-yl)-7-fluoro-benzothiophen-2-yl]carbamate C(#N)C1=C(SC2=C1C(=CC=C2F)B2OCC(CO2)(C)C)NC(OC(C)(C)C)=O